C(C1=CC=CC=C1)N1C=NC2=C1CN([C@@H](C2)C(=O)[O-])C(=O)[O-] (S)-3-benzyl-3,4,6,7-tetrahydro-5H-imidazo[4,5-c]pyridine-5,6-dicarboxylate